COC1=C(C=C(C=C1C)C12CCC(CC1)(CC2)C=O)C 4-(4-methoxy-3,5-dimethylphenyl)bicyclo[2.2.2]octane-1-carbaldehyde